1-bromo-3-(3,3,3-trifluoro-1-nitroprop-1-en-2-yl)benzene BrC1=CC(=CC=C1)C(=C[N+](=O)[O-])C(F)(F)F